6,7-difluoro-4-methoxy-1H-indole-2-carboxylic acid FC1=CC(=C2C=C(NC2=C1F)C(=O)O)OC